C12N(CC(NC1)CC2)C=2C=C1CN(CC1=CC2)C2C(NC(CC2)=O)=O 5-(2,5-diazabicyclo[2.2.2]octan-2-yl)-2-(2,6-dioxopiperidin-3-yl)isoindoline